methyl 7-bromo-3-[(Z)-4-(tert-butoxycarbonylamino)-2-fluoro-but-2-enyl]-2-methyl-benzoimidazole-5-carboxylate BrC1=CC(=CC2=C1N=C(N2C/C(=C/CNC(=O)OC(C)(C)C)/F)C)C(=O)OC